1-(4-cyanophenyl)-5-(4-methylphenyl)-N-[(3S)-pyrrolidin-3-yl]pyrazole-3-carboxamide C(#N)C1=CC=C(C=C1)N1N=C(C=C1C1=CC=C(C=C1)C)C(=O)N[C@@H]1CNCC1